6-(((3-((3-amino-5-(4-amino-4-methylpiperidin-1-yl)pyrazin-2-yl)thio)-2-chlorophenyl)amino)methyl)-2-(2,6-dioxopiperidin-3-yl)-4-fluoroisoindoline-1,3-dione NC=1C(=NC=C(N1)N1CCC(CC1)(C)N)SC=1C(=C(C=CC1)NCC1=CC(=C2C(N(C(C2=C1)=O)C1C(NC(CC1)=O)=O)=O)F)Cl